3,5-difluoro-4-iodo-2-(3-(methoxymethyl)azetidin-1-yl)pyridine FC=1C(=NC=C(C1I)F)N1CC(C1)COC